FC1=C(C(=C(C(=C1F)F)F)OCC(F)(F)F)S(=O)(=O)NC 2,3,4,5-tetrafluoro-N-methyl-6-(2,2,2-trifluoroethoxy)benzenesulfonamide